BrC=1C2=C(C=NC1)SC(=N2)N(CC2=C(C=C(C=C2)OC)OC)CC2=C(C=C(C=C2)OC)OC 7-bromo-N,N-bis(2,4-dimethoxybenzyl)thiazolo[5,4-c]pyridin-2-amine